2-chloro-4-methylpyridine ClC1=NC=CC(=C1)C